racemic-4-[1-(isobutylamino)ethyl]-2-methyl-phthalazin-1-one C(C(C)C)N[C@H](C)C1=NN(C(C2=CC=CC=C12)=O)C |r|